Dipentyl ((((1S,4R)-4-(2-amino-6-methoxy-9H-purin-9-yl)cyclopent-2-en-1-yl)methoxy)(4-bromophenoxy)phosphoryl)-L-aspartate NC1=NC(=C2N=CN(C2=N1)[C@H]1C=C[C@H](C1)COP(=O)(OC1=CC=C(C=C1)Br)N[C@@H](CC(=O)OCCCCC)C(=O)OCCCCC)OC